(1-(6-(4-(3H-imidazo[4,5-b]pyridin-7-yl)-1H-pyrazol-1-yl)pyridin-3-yl)-2,2,2-trifluoroethoxy)acetonitrile N1=CNC2=NC=CC(=C21)C=2C=NN(C2)C2=CC=C(C=N2)C(C(F)(F)F)OCC#N